NC1=C(C=C(C=C1F)C1=CC=CC2=C1C(=NO2)N)F 4-(4-amino-3,5-difluorophenyl)benzo[d]isoxazol-3-amine